2-[(2S)-4-[7-(8-chloro-1-naphthyl)-2-[[(2R)-4-methylmorpholin-2-yl]methoxy]-6,8-dihydro-5H-pyrido[3,4-d]pyrimidin-4-yl]piperazin-2-yl]acetonitrile ClC=1C=CC=C2C=CC=C(C12)N1CC=2N=C(N=C(C2CC1)N1C[C@@H](NCC1)CC#N)OC[C@H]1CN(CCO1)C